(s)-1-(4-(4-(3-oxa-8-azabicyclo[3.2.1]octan-8-yl)-6-morpholino-1,3,5-triazin-2-yl)phenyl)-3-(1-oxo-1,3-dihydroisobenzofuran-5-yl)urea [C@@H]12COCC(CC1)N2C2=NC(=NC(=N2)N2CCOCC2)C2=CC=C(C=C2)NC(=O)NC=2C=C1COC(C1=CC2)=O